FC1=CC(=C2C=C(NC2=C1)C(=O)O)CO 6-fluoro-4-(hydroxymethyl)-1H-indole-2-carboxylic acid